4-(4-ethoxyphenyl)-N-(2-fluorobenzyl)pyrimidine-2-carbohydrazide C(C)OC1=CC=C(C=C1)C1=NC(=NC=C1)C(=O)N(N)CC1=C(C=CC=C1)F